syn-3-(3-((dimethylamino)methyl)-4-hydroxypiperidin-4-yl)benzamide CN(C)CC1CNCCC1(O)C=1C=C(C(=O)N)C=CC1